N-[(4-hydroxy-1-{4-[(6-methyl-3-pyridinyl)oxy]benzyl}-2-oxo-1,2,5,6-tetrahydro-3-pyridinyl)carbonyl]glycine Ethyl-2-(2,4-difluorophenyl)-2,2-difluoroacetate C(C)C=1C(=C(C=CC1F)C(C(=O)O)(F)F)F.OC1=C(C(N(CC1)CC1=CC=C(C=C1)OC=1C=NC(=CC1)C)=O)C(=O)NCC(=O)O